(S)-5-((3-(ethoxymethyl)-3-(2-(5-methylthiophen-3-yl)ethyl)pyrrolidin-1-yl)methyl)-2-methylpyridine C(C)OC[C@@]1(CN(CC1)CC=1C=CC(=NC1)C)CCC1=CSC(=C1)C